propyl propoxylacetate O(CCC)CC(=O)OCCC